(oxydiethylene)bismaleimide O(CCC=1C(=O)NC(C1)=O)CCC=1C(=O)NC(C1)=O